OCC=1C(OCCC1C)=O 3-(hydroxymethyl)-4-methyl-5,6-dihydro-2H-pyran-2-one